C(C1=CC=CC=C1)OC1=C(C(=O)OCC2=CC=CC=C2)C=CC(=C1)N(C(=O)[C@@H]1N(CC1)S(=O)(=O)C1=C(C(=C(C(=C1F)C)F)F)F)CC1=NC=C(N=C1)C1CCCCC1 benzyl (R)-2-(benzyloxy)-4-(N-((5-cyclohexylpyrazin-2-yl)methyl)-1-((2,3,4,6-tetrafluoro-5-methylphenyl)sulfonyl)azetidine-2-carboxamido)benzoate